CC1=NC(=CC(=C1)C=1C(=NC=CC1)OC=1C=C(C(=O)NC)C=C(C1)OC)C 3-((2',6'-dimethyl-[3,4'-bipyridin]-2-yl)oxy)-5-methoxy-N-methylbenzamide